Benzotriazol-1-yloxy-tris(dimethylamino)phosphonium hexafluorophosphate F[P-](F)(F)(F)(F)F.N1(N=NC2=C1C=CC=C2)O[P+](N(C)C)(N(C)C)N(C)C